FC1=C2C=C(C=NC2=CC=C1)CO (5-fluoroquinolin-3-yl)methanol